ClC1=CC=C2C(=CNC2=C1)S(=O)(=O)NC1=NC=C(C=C1F)F 6-chloro-N-(3,5-difluoropyridin-2-yl)-1H-indole-3-sulfonamide